FC=1C=C(C=CC1)NNC(=O)C=1C=C2C=CC(OC2=CC1)(C)C N'-(3-fluorophenyl)-2,2-dimethyl-2H-chromene-6-carbohydrazide